ClC1=C(C=C(C(=C1)N1CCN(CC1)CCC1=C2C(=NN(C2=CC=C1)C1C(NC(CC1)=O)=O)C)F)C1=C2C=C(NC2=C(C=C1)F)C(=O)N(C)C 4-(2-chloro-4-(4-(2-(1-(2,6-dioxopiperidin-3-yl)-3-methyl-1H-indazol-4-yl)ethyl)piperazin-1-yl)-5-fluorophenyl)-7-fluoro-N,N-dimethyl-1H-indole-2-carboxamide